N1(N=NC2=C1C=CC=C2)CNC(C(O)[C@@H]2N(CCC2)C(CN)=O)=O N-((1H-benzo[d][1,2,3]triazol-1-yl)methyl)-2-((R)-1-glycylpyrrolidin-2-yl)-2-hydroxyacetamide